COC1=CC=CC(=N1)N1N=C2C=3C=CN=C(CCCCC(C(NC2=C1)=O)C)C3 4-(6-methoxypyridin-2-yl)-9-methyl-3,4,7,15-tetraazatricyclo[12.3.1.02,6]Octadecan-1(18),2,5,14,16-pentaen-8-one